6-chloro-8-methyl-4H-3,1-benzoxazin-4-one ClC=1C=C(C2=C(C(OC=N2)=O)C1)C